C(C)C(CN1C(C2=C3C(=CC=C2CC1=O)C=CC=C3)=O)CCCC 2-(2-ethylhexyl)-1H-benzoisoquinoline-1,3(2H)-dione